BrC1=CC(=C(CCNC(C(F)(F)F)=O)C=C1)C N-(4-bromo-2-methylphenethyl)-2,2,2-trifluoroacetamide